C(C)N1C(N(C(C2=CC(=CC=C12)S(=O)(=O)NC1(COC1)C)=O)CC)=O 1,3-diethyl-N-(3-methyloxetan-3-yl)-2,4-dioxoquinazoline-6-sulfonamide